[Ru](Cl)Cl.N1=C(C=CC=C1)C1=NC=CC=C1.N1=C(C=CC=C1)C1=NC=CC=C1.N1=C(C=CC=C1)C1=NC=CC=C1 tri(2,2'-bipyridine) ruthenium dichloride